(R)-6-chloro-3-(methylsulfinyl)-pyridin-2-yl-amine ClC1=CC=C(C(=N1)N)[S@](=O)C